C(C)OCC1=C(C=CC=C1)C1=CC=C(S1)C(C)NC1=NC(=NC2=CC(=C(C=C12)OC)OC)C N-[1-{5-[2-(ethoxymethyl)phenyl]thiophen-2-yl}ethyl]-6,7-dimethoxy-2-methylquinazolin-4-amine